[Na].C1(=CC=CC=C1)[Si]1(O[Si](O[Si](O[Si](O1)(C1=CC=CC=C1)C1=CC=CC=C1)(C1=CC=CC=C1)C1=CC=CC=C1)(C1=CC=CC=C1)C1=CC=CC=C1)C1=CC=CC=C1 octaphenyl-cyclotetrasiloxane sodium